3-Methoxymethyl-1-[4-(2-oxo-2H-pyridin-1-ylmethyl)-benzyl]-1H-pyrazole-4-carboxylic Acid (3-fluoro-4-methoxy-pyridin-2-ylmethyl)-amide FC=1C(=NC=CC1OC)CNC(=O)C=1C(=NN(C1)CC1=CC=C(C=C1)CN1C(C=CC=C1)=O)COC